1-(4,6-dichloropyridin-3-yl)-2-hydroxy-2-methylpropan-1-one ClC1=C(C=NC(=C1)Cl)C(C(C)(C)O)=O